C1(=CC=CC=C1)C(C[N+]#[C-])(C)C1=CC=CC=C1 2,2-DIPHENYLPROPYLISOCYANIDE